CN1[C@@H](CCC1)COC1=NC=2C(C3(C(NC4=CC=CC=C4C3)=O)CCC2C(=N1)N1CCN(CC1)C(=O)OC(C)(C)C)=O tert-butyl 4-(2-(((S)-1-methylpyrrolidin-2-yl)methoxy)-2',8-dioxo-1',4',5,8-tetrahydro-2'H,6H-spiro[quinazoline-7,3'-quinolin]-4-yl)piperazine-1-carboxylate